C(C)(=O)NC1=C(C=C(C=C1)NC1=C(C=CC(=C1)F)C1=C(C=CC(=C1)Cl)F)C(F)(F)F N-(4-Acetamido-3-(trifluoromethyl)phenyl)-2'-amino-5-chloro-2,4'-difluoro-[1,1'-biphenyl]